(R)-7-Cyclopropyl-4-((R)-3-(methylamino)pyrrolidin-1-yl)-7,8-dihydro-6H-pyrimido[5,4-b][1,4]oxazin-2-amine ditrifluoroacetic acid salt FC(C(=O)O)(F)F.FC(C(=O)O)(F)F.C1(CC1)[C@H]1NC2=C(OC1)C(=NC(=N2)N)N2C[C@@H](CC2)NC